BrC1=CC=C(C(=S)N)C=C1 4-bromothiobenzamide